bis-(2-ethylhexyl)-4-methoxybenzylidene malonate C1(CC(=O)OC(C2=C(C=C(C=C2)OC)CC(CCCC)CC)(CC(CCCC)CC)O1)=O